(2S,4R)-1-[(2S)-3,3-dimethyl-2-[4-[3-(methylamino)phenyl]triazol-1-yl]butanoyl]-4-hydroxy-N-methyl-pyrrolidine-2-carboxamide CC([C@@H](C(=O)N1[C@@H](C[C@H](C1)O)C(=O)NC)N1N=NC(=C1)C1=CC(=CC=C1)NC)(C)C